2-({[(tert-butoxy)carbonyl]Amino}methyl)-1-ethyl-3-(2-hydroxyethyl)-6-methoxy-1H-1,3-benzodiazol-3-ium bromide [Br-].C(C)(C)(C)OC(=O)NCC1=[N+](C2=C(N1CC)C=C(C=C2)OC)CCO